N[C@@H]1CN(CC1)C1=CC(=CC(=N1)NC(CC)=O)C=1C(=C(C=C(C1)F)C1=CC(=C(C=C1)N1C(N(C=C1)C)=O)Cl)O (S)-N-(6-(3-aminopyrrolidin-1-yl)-4-(3'-chloro-5-fluoro-2-hydroxy-4'-(3-methyl-2-oxo-2,3-dihydro-1H-imidazol-1-yl)-[1,1'-biphenyl]-3-yl)pyridin-2-yl)propanamide